BrC=1C2=CN(N=C2C=C(C1C1CC1)Cl)C1OCCCC1 4-bromo-6-chloro-5-cyclopropyl-2-(tetrahydro-2H-pyran-2-yl)-2H-indazole